1-t-butylaminodisiloxane C(C)(C)(C)N[SiH2]O[SiH3]